C1=CC=C(C=C1)C2=NC=CO2 phenyloxazole